NC1=CC=C(C=N1)C1=CC(=CS1)C 5-(6-Aminopyridin-3-yl)-3-methylthiophen